C1=CC(=C(C(=C1)Cl)[N+](=O)[O-])Cl 2,6-dichloronitrobenzene